6-(2-(1H-tetrazol-5-yl)phenyl)-N2-benzyl-N2-isobutyl-N4-(5-phenyl-1,3,4-thiadiazol-2-yl)pyridine-2,4-diamine N1N=NN=C1C1=C(C=CC=C1)C1=CC(=CC(=N1)N(CC(C)C)CC1=CC=CC=C1)NC=1SC(=NN1)C1=CC=CC=C1